(4-amino-7-fluoro-1-methyl-1H-pyrazolo[4,3-c]quinolin-8-yl)((4R)-3,3-dimethyl-4-(4-(trifluoromethyl)phenyl)-1-pyrrolidinyl)methanone NC1=NC=2C=C(C(=CC2C2=C1C=NN2C)C(=O)N2CC([C@H](C2)C2=CC=C(C=C2)C(F)(F)F)(C)C)F